(R)-N'-((3-fluoro-2,6-diisopropylphenyl)carbamoyl)-6,7-dihydro-5H-pyrazolo[5,1-b][1,3]oxazine-3-sulfonimidamide FC=1C(=C(C(=CC1)C(C)C)NC(=O)N=[S@](=O)(N)C=1C=NN2C1OCCC2)C(C)C